2-cyclopropyl-9-[4-(difluoromethoxy)phenyl]-7-(2-methyl-2H-indazol-5-yl)-8H-pyrimido[1,2-b]pyridazin-8-one C1(CC1)C1=NC=2N(N=C(C(C2C2=CC=C(C=C2)OC(F)F)=O)C2=CC3=CN(N=C3C=C2)C)C=C1